N1CC(C1)NC=1C=CC=C2C(=NC(=NC12)N([C@H](C)C1CC1)C1=CC(=C(C=C1)F)Cl)N (R)-N8-(azetidin-3-yl)-N2-(3-chloro-4-fluorophenyl)-N-(1-cyclopropylethyl)quinazoline-2,4,8-triamine